CC(CCC)CC(CCCCC)C 4,6-dimethyl-undecane